ClC=1C(=C(C=CC1F)[C@@H](NC(=O)N1[C@@H](C(NCC1)=O)C)[C@@H]1CC(CC1)(F)F)F (2R)-N-((S)-(3-chloro-2,4-difluorophenyl)((S)-3,3-difluorocyclopentyl)methyl)-2-methyl-3-oxopiperazine-1-carboxamide